FC(C=1C(=C(C=CC1)C(C)NC=1C2=C(N=C(N1)C)N=C(C(=C2)C(=O)N(C)C)NC(C)=NO)F)F 4-(1-(3-(difluoromethyl)-2-fluorophenyl)ethylamino)-7-(N'-hydroxyacetimidamido)-N,N,2-trimethylpyrido[2,3-d]pyrimidine-6-carboxamide